C(C)(=O)OCCCC Acetic Acid, Butyl Ester